5-chloro-N-((1r,4r)-4-((3-(2-chlorophenyl)-2-oxo-2,3-dihydro-1H-imidazo[4,5-b]pyridin-1-yl)methyl)cyclohexyl)-2-(trifluoromethyl)nicotinamide ClC=1C=NC(=C(C(=O)NC2CCC(CC2)CN2C(N(C3=NC=CC=C32)C3=C(C=CC=C3)Cl)=O)C1)C(F)(F)F